4'-Azido-5-chloro-2'-deoxyuridine N(=[N+]=[N-])[C@]1([C@H](C[C@@H](O1)N1C(=O)NC(=O)C(=C1)Cl)O)CO